Tetramethylthiuram disulfid CN(C(SSC(N(C)C)=S)=S)C